ON(C(CCC(=O)NCCCCCN(C(C)=O)O)=O)CCCCCNC(CCC(=O)N(CCCCCNC(=S)NC(C1=CC=C(C=C1)SC#N)=O)O)=O N1-hydroxy-N1-(5-(4-(hydroxy(5-(3-(4-thiocyanatobenzoyl)thioureido)pentyl)amino)-4-oxobutanamido)pentyl)-N4-(5-(N-hydroxyacetamido)pentyl)succinamide